phenyl-(4-(((2r,3r,4r,5s)-3,4,5-trihydroxy-2-(hydroxymethyl)piperidin-1-yl)methyl)piperidin-1-yl)methanone C1(=CC=CC=C1)C(=O)N1CCC(CC1)CN1[C@@H]([C@H]([C@@H]([C@H](C1)O)O)O)CO